2-((4-(3-amino-7-bromo-1H-indazol-5-yl)pyridin-2-yl)amino)-2-oxoethyl acetate C(C)(=O)OCC(=O)NC1=NC=CC(=C1)C=1C=C2C(=NNC2=C(C1)Br)N